OC1[C@H](N)[C@@H](O)[C@H](O[C@H]2[C@H](O)[C@@H](O)[C@@H](O)[C@H](O2)CO)[C@H](O1)CO lactosamine